NC1=NC=2C=C(C(=CC2C2=C1N(N=C2)C)C(=O)N([C@@H]2COCC1=NC(=CC=C12)C(F)(F)F)CC(C)C)F 4-amino-7-fluoro-3-methyl-N-(2-methylpropyl)-N-((5S)-2-(trifluoromethyl)-5,8-dihydro-6H-pyrano[3,4-b]pyridin-5-yl)-3H-pyrazolo[3,4-c]quinoline-8-carboxamide